(S)-3-(2-(azepan-3-ylamino)-5-(trifluoromethyl)pyrimidin-4-yl)-N-hydroxy-1H-indole-6-carboxamide hydrochloride Cl.N1C[C@H](CCCC1)NC1=NC=C(C(=N1)C1=CNC2=CC(=CC=C12)C(=O)NO)C(F)(F)F